4-hydroxy-N-(5-phenylpentyl)piperidine-1-carboxamide OC1CCN(CC1)C(=O)NCCCCCC1=CC=CC=C1